C1(CC1)C1=C(C=C(C(=C1)I)C)NC1=CC=C2C(=N1)C(=NN2C)OC2CC(C(CC2)C(=O)OC)(C)C methyl 4-((5-((2-cyclopropyl-4-iodo-5-methylphenyl)amino)-1-methyl-1H-pyrazolo[4,3-b]pyridin-3-yl)oxy)-2,2-dimethylcyclohexane-1-carboxylate